BrC1=CC=C(C=C1)C(C)(C)C=1N=C(SC1)NC(NCC1=CC=C(C(=O)N)C=C1)=O 4-((3-(4-(2-(4-bromophenyl)propan-2-yl)thiazol-2-yl)ureido)methyl)benzamide